3-(benzofuran-3-ylmethyl)-5-methyl-7-(methylsulfonyl)-3,5,6,7,8,9-hexahydro-4H-pyrido[4',3':4,5]pyrrolo[2,3-d]pyridazin-4-one O1C=C(C2=C1C=CC=C2)CN2N=CC1=C(C2=O)N(C2=C1CCN(C2)S(=O)(=O)C)C